C(C)[C@H]1NCCC[C@@H]1C1=CC=2C(=NC=CC2NC=2C=CC3=C(N=CS3)C2)S1 N-(2-((2R,3S)-2-ethylpiperidin-3-yl)thieno[2,3-b]pyridin-4-yl)benzo[d]thiazol-5-amine